(2,6-Dichloropyridin-4-yl)methyl O-((tetrahydro-2H-pyran-4-yl)methyl)-L-serinate hydrochloride Cl.O1CCC(CC1)COC[C@H](N)C(=O)OCC1=CC(=NC(=C1)Cl)Cl